(2R)-2-Amino-N-[4-[2-(difluoromethyl)-1H-pyrrolo[2,3-b]pyridin-4-yl]-3-methyl-phenyl]-4-methyl-pentanamide N[C@@H](C(=O)NC1=CC(=C(C=C1)C1=C2C(=NC=C1)NC(=C2)C(F)F)C)CC(C)C